N1=C(C=CC=C1)\C(\C)=N\NC(N)=S (E)-2-(1-(pyridin-2-yl)ethylidene)hydrazine-1-carbothioamide